NC1=C(C(=CC(=C1)Cl)Cl)O 2-amino-4,6-dichlorophenol